S(=O)(=O)(O)C(C(=O)OCC(CCCC)CC)CC(=O)OCC(CCCC)CC.[Na] sodium bis-(2-ethylhexyl) sulfosuccinate